1-[1-methyl-6-[4-(2-tetrahydropyran-4-yloxyethoxy)phenoxy]indazol-5-yl]ethanone CN1N=CC2=CC(=C(C=C12)OC1=CC=C(C=C1)OCCOC1CCOCC1)C(C)=O